O=C1NC(CCC1N1C(C2=CC=CC(=C2C1)SCCCC(=O)O)=O)=O 4-((2-(2,6-dioxopiperidin-3-yl)-1-oxoisoindolin-4-yl)thio)butanoic acid